C(C1=CC=CC=C1)OC1=C(C=CC=C1)NC(=O)C=1N(N=C2C1C(N(C=C2C)C)=O)C N-(2-(benzyloxy)phenyl)-2,5,7-trimethyl-4-oxo-4,5-dihydro-2H-pyrazolo[4,3-c]pyridine-3-carboxamide